C(C)(=O)NC1=C2C(NC(C2=CC=C1)=O)=O 4-acetylaminoisoindoline-1,3-dione